C(C(C)(C)C)C1=CC=C([Se]1)C1=CC=NC=C1 4-(5-neopentyl-selenophene-2-yl)pyridine